C(C)(C)(C)N1N=CC(=C1)C(=O)NCC1=NC(=NO1)C=1N(C2=CC=CC(=C2C1)N[C@@H]1CNCCC1)CC(F)(F)F 1-tert-butyl-N-{[3-(4-{[(3S)-piperidin-3-yl]amino}-1-(2,2,2-trifluoroethyl)-1H-indol-2-yl)-1,2,4-oxadiazol-5-yl]methyl}-1H-pyrazole-4-carboxamide